COC(COC1=NOC(=C1)C(C(=O)N1[C@@H](C[C@H](C1)O)C(=O)NCC1=CC=C(C=C1)C1=C(N=CS1)C)C(C)C)OC (2s,4r)-1-(2-(3-(2,2-dimethoxyethoxy)isoxazol-5-yl)-3-methylbutanoyl)-4-hydroxy-N-(4-(4-methylthiazol-5-yl)benzyl)pyrrolidine-2-carboxamide